1-(4-(2-(4-((1-(2,6-Dimethoxy-4-(2-methyl-1-oxo-1,2-dihydro-2,7-naphthyridin-4-yl)benzyl)piperidin-4-yl)oxy)piperidin-1-yl)-2-oxoethoxy)phenyl)dihydropyrimidine-2,4(1H,3H)-dione COC1=C(CN2CCC(CC2)OC2CCN(CC2)C(COC2=CC=C(C=C2)N2C(NC(CC2)=O)=O)=O)C(=CC(=C1)C1=CN(C(C2=CN=CC=C12)=O)C)OC